methyl 2-(2-aminopropyl)-5-bromopyrazole-3-carboxylate NC(CN1N=C(C=C1C(=O)OC)Br)C